1-(5-chloro-2-(4-((2-(dimethylamino)ethyl)(methyl)amino)-2-methoxy-5-nitrophenylamino)pyrimidin-4-yl)-1H-benzo[d]imidazol-2(3H)-one ClC=1C(=NC(=NC1)NC1=C(C=C(C(=C1)[N+](=O)[O-])N(C)CCN(C)C)OC)N1C(NC2=C1C=CC=C2)=O